1-methyl-N-[4-[(2R,5S)-5-methyl-2-piperidyl]phenyl]piperidin-4-amine CN1CCC(CC1)NC1=CC=C(C=C1)[C@@H]1NC[C@H](CC1)C